BrC=1C=C2C=C(N=CC2=CC1)NC(=O)C1CCN(CC1)C(=O)OC(C)(C)C tert-butyl 4-((6-bromoisoquinolin-3-yl)carbamoyl)piperidine-1-carboxylate